CN(C(\C=C\C1=CC2=C(NC([C@H](CC2)N2CCCC2)=O)N=C1)=O)CC1=C(OC2=C1C=CC=C2)C |o1:11| (S*,E)-N-methyl-N-((2-methylbenzofuran-3-yl)methyl)-3-(8-oxo-7-(pyrrolidin-1-yl)-6,7,8,9-tetrahydro-5H-pyrido[2,3-b]azepin-3-yl)acrylamide